C1(CC1)C[C@@H](C(=O)N1[C@@H]([C@H]2C([C@H]2C1)(C)C)C(=O)O)NC(=O)[C@@H]1COCC1 (1R,2S,5S)-3-[(2S)-3-cyclopropyl-2-[[(3S)-tetrahydrofuran-3-carbonyl]amino]propanoyl]-6,6-dimethyl-3-azabicyclo[3.1.0]hexane-2-carboxylic acid